Triethylmethylamino-tert-butyliminotantalum C(C)C(C(C)(C)N=[Ta]NC)(CC)CC